ClC=1C=C(C=C(C1)Cl)C1=NOC(C1)(C(=O)N[C@@H]1C[C@@H](OC1)C(=O)OC)C=C |o1:16,18| Methyl rel-(2R,4R)-4-[[3-(3,5-dichlorophenyl)-5-vinyl-4H-isoxazol-5-carbonyl]amino]tetrahydrofuran-2-carboxylat